NCC1(CC(CC(C1)(C)C)C(CCCCCN)N)C [3-(aminomethyl)-3,5,5-trimethyl-cyclohexyl]hexane-1,6-diamine